CC1=CC2=NC=CC=C2N1 methyl-pyrrolo[3,2-b]pyridine